3-[Tris(trimethylsiloxy)silyl]propyl acrylate C(C=C)(=O)OCCC[Si](O[Si](C)(C)C)(O[Si](C)(C)C)O[Si](C)(C)C